[Ni].CC1=CC(=CC=C1)S(=O)(=O)O.C1(=C(C=CC=C1)C1=C(C=CC=C1)S)C o-tolyl-(thiophenol) (m-toluenesulfonate) nickel (0)